5-((2-(cyclopentylmethyl)-1,2,3,4-tetrahydroisoquinolin-7-yl)(isopropyl)amino)-1-methylpyridin-2(1H)-one C1(CCCC1)CN1CC2=CC(=CC=C2CC1)N(C=1C=CC(N(C1)C)=O)C(C)C